N1-(5-(2,4-difluorophenyl)-4-methyl-pyrimidin-2-yl)-N3,N3-dimethylcyclohexane-1,3-diamine FC1=C(C=CC(=C1)F)C=1C(=NC(=NC1)NC1CC(CCC1)N(C)C)C